The molecule is a macrolide antibiotic that is the 3,4,6-trideoxy-3-(dimethylamino)-beta-D-xylo-hexoside of 10-deoxymethynolide. It has a role as a metabolite. It is a glycoside, a macrolide antibiotic and a monosaccharide derivative. It derives from a 10-deoxymethynolide. It is a conjugate base of a 10-deoxymethymycin(1+). CC[C@@H]1[C@@H](/C=C/C(=O)[C@@H](C[C@@H]([C@@H]([C@H](C(=O)O1)C)O[C@H]2[C@@H]([C@H](C[C@H](O2)C)N(C)C)O)C)C)C